N1N=CC2=CC(=CC=C12)NC1=NC(=NC=C1)C1=CC=C2C=C(N(C2=C1)C)C(=O)NC1=C(C=NC=C1)Cl 6-(4-((1H-indazol-5-yl)amino)pyrimidin-2-yl)-N-(3-chloro-pyridin-4-yl)-1-methyl-1H-indole-2-carboxamide